CN(C1CCN(CC1)C1=C(C=C(C=N1)CC1=CN=C2C(=NC(=NN21)N[C@H](C)CCC)N)C)C (R)-7-((6-(4-(Dimethylamino)piperidin-1-yl)-5-methylpyridin-3-yl)methyl)-N2-(pentan-2-yl)-imidazo[2,1-f][1,2,4]triazin-2,4-diamin